3-(difluoromethyl)-N-(7-fluoro-1,1,3,3-tetramethyl-indan-4-yl)-1-methylpyrazole-4-carboxamide FC(C1=NN(C=C1C(=O)NC1=C2C(CC(C2=C(C=C1)F)(C)C)(C)C)C)F